3-bromo-5-[(1-methyl-1H-pyrazol-4-yl)amino]-1-{[2-(trimethylsilyl)ethoxy]methyl}-1H-pyrazole-4-carbonitrile BrC1=NN(C(=C1C#N)NC=1C=NN(C1)C)COCC[Si](C)(C)C